NC1C2=CC(=CC=C2CC12CCN(CC2)C=2C=1N(C(=C(N2)C)Br)N=CC1)C#N 3-amino-1'-(7-bromo-6-methyl-pyrazolo[1,5-a]pyrazin-4-yl)spiro[indan-2,4'-piperidine]-5-carbonitrile